(1-(naphthalen-1-yl)cyclopropyl)nicotinamide C1(=CC=CC2=CC=CC=C12)C1(CC1)C1=C(C(=O)N)C=CC=N1